O=C1NC(CCC1C1=NN(C2=C(C(=CC=C12)N1CCNCC1)F)C)=O 4-(3-(2,6-dioxopiperidin-3-yl)-7-fluoro-1-methyl-1H-indazol-6-yl)piperazin